(S)-3-(5-(4-((1-(4-((1S,2R)-6-hydroxy-2-(2-hydroxypropan-2-yl)-1,2,3,4-tetrahydronaphthalen-1-yl)phenyl)piperidin-4-yl)methyl)piperazin-1-yl)-1-oxoisoindolin-2-yl)piperidine-2,6-dione OC=1C=C2CC[C@H]([C@H](C2=CC1)C1=CC=C(C=C1)N1CCC(CC1)CN1CCN(CC1)C=1C=C2CN(C(C2=CC1)=O)[C@@H]1C(NC(CC1)=O)=O)C(C)(C)O